((2R,3S)-3-hydroxy-2-methylpyrrolidin-1-yl)(phenyl)methanone O[C@@H]1[C@H](N(CC1)C(=O)C1=CC=CC=C1)C